COC=1C=C(C=NC1)C=1C=C2C=C(NC2=CC1)C1=C(C=NC=C1)C 5-(5-Methoxypyridin-3-yl)-2-(3-methylpyridin-4-yl)-1H-indole